N1N=CC2=C(C=CC=C12)[C@H](C)N[S@](=O)C(C)(C)C (R)-N-[(1S)-1-(1H-indazol-4-yl)ethyl]-2-methylpropan-2-sulfinamide